2-amino-4-(4-chlorophenyl)-1-{2-[1-(2-fluorophenyl)-1H-1,2,3-triazol-4-yl]Propan-2-yl}-1H-pyrrole-3-carbonitrile NC=1N(C=C(C1C#N)C1=CC=C(C=C1)Cl)C(C)(C)C=1N=NN(C1)C1=C(C=CC=C1)F